CC1=CC(=C(C=C1)C(NC(CC1=C(C=CC(=C1)N1CCNCC1)C)=O)C=1OC(=CC1)C)N1CCCCC1 N-{[4-methyl-2-(piperidin-1-yl)phenyl](5-methylfuran-2-yl)methyl}-2-[2-methyl-5-(piperazin-1-yl)phenyl]acetamide